ethyl-phosphonic acid bis(trimethylsilyl) ester C[Si](C)(C)OP(O[Si](C)(C)C)(=O)CC